C(#N)C1=CC(=NC=C1)N1C=C(C2=C1N=CN=C2N2[C@H](CN(CC2)C(=O)OC(C)(C)C)C)C2=CC=CC=C2 tert-butyl (S)-4-(7-(4-cyanopyridin-2-yl)-5-phenyl-7H-pyrrolo[2,3-d]pyrimidin-4-yl)-3-methylpiperazine-1-carboxylate